Diallyl heptanedioate C(CCCCCC(=O)OCC=C)(=O)OCC=C